ClC1=C(NC2=CC(=CC=C12)C=1C=NNC1)C(=O)N1[C@H]([C@H](CC1)C(=O)NC1=CC(=C(C=C1)F)C#N)C (2S,3S)-1-(3-chloro-6-(1H-pyrazol-4-yl)-1H-indole-2-carbonyl)-N-(3-cyano-4-fluorophenyl)-2-methylpyrrolidine-3-carboxamide